COCCOCCOCCOCC(=C)C1=CC=C(C=C1)C(=COCCOCCOCCOC)C 13-(4-(2,5,8,11-tetraoxatetradec-13-en-13-yl)phenyl)-2,5,8,11-tetraoxatetradec-12-en